FC(C=1C(=NC=CC1)OC1=CC2=C(N=C(S2)N)C=C1)(F)F 6-[[3-(trifluoromethyl)-2-pyridinyl]oxy]-1,3-benzothiazol-2-amine